COC1=C(C=CC(=C1)N1CCOCC1)C1(N=C(C=2C(=N1)NNC2C=2OC=CN2)NC2CCOCC2)N 6-(2-methoxy-4-morpholinophenyl)-3-(oxazol-2-yl)-N4-(tetrahydro-2H-pyran-4-yl)-1H-pyrazolo[3,4-d]pyrimidine-4,6-diamine